palladium-barium [Ba].[Pd]